tert-Butyl 4-[2-(2,6-dioxo-3-piperidyl)-1,3-dioxo-isoindolin-5-yl]piperazine-1-carboxylate O=C1NC(CCC1N1C(C2=CC=C(C=C2C1=O)N1CCN(CC1)C(=O)OC(C)(C)C)=O)=O